COCCC1(CCOCC1)C(=O)O 4-(2-methoxyethyl)tetrahydro-2H-pyran-4-carboxylic acid